Cobalt oxide aluminum [Al].[Co]=O